ethyl 9-((tert-butyldimethylsilyl)oxy)-2,2-dimethylnonanoate [Si](C)(C)(C(C)(C)C)OCCCCCCCC(C(=O)OCC)(C)C